6-(2-((2-oxaspiro[3.5]nonan-7-yl)amino)-4-methoxypyrrolo[2,1-f][1,2,4]triazin-5-yl)-8-fluoro-N-methylimidazo[1,2-a]pyridine-3-carboxamide C1OCC12CCC(CC2)NC2=NN1C(C(=N2)OC)=C(C=C1)C=1C=C(C=2N(C1)C(=CN2)C(=O)NC)F